C(#C)C1=CC(=C(CNC(OC(C)(C)C)=O)C=C1)C tert-butyl 4-ethynyl-2-methylbenzylcarbamate